(2RS)-N-{4-[7-(2,2-difluoroethoxy)-5-fluoro-3-(pyridin-2-yl)-1H-pyrrolo[3,2-b]pyridin-2-yl]pyridin-2-yl}-4,4-difluoro-2-(4-fluorophenyl)butanamide FC(COC1=C2C(=NC(=C1)F)C(=C(N2)C2=CC(=NC=C2)NC([C@H](CC(F)F)C2=CC=C(C=C2)F)=O)C2=NC=CC=C2)F |r|